CC1CN(CCN1)C1=CC=C(N=N1)C1=NC=C(C=C1O)NC=1C=NC=CC1 2-[6-(3-methylpiperazin-1-yl)pyridazin-3-yl]-5-[(pyridin-3-yl)amino]pyridin-3-ol